F[C@H]1[C@@H](CNCC1)NC=1C2=C(N=CN1)C(=CC(=N2)C2=CC=C(C=C2)OCC(C)(C)O)C(=O)N 4-(((3R,4R)-4-fluoropiperidin-3-yl)amino)-6-(4-(2-hydroxy-2-methylpropyloxy)phenyl)pyrido[3,2-d]pyrimidine-8-carboxamide